OC1=CC=C(C=C1)\C=C\C1=CC=C(C=C1)[N+](=O)[O-] 4-hydroxy-4'-nitro-trans-stilbene